3,4-dimethyloxazolinium C[N+]1=COCC1C